Iodosulfuran I[SH3]